β-ribose O[C@H]1[C@H](O)[C@H](O)[C@H](O1)CO